CN1N=NC(=C1NC(O[C@H](C)C=1C(=NC=CC1)Cl)=O)C1=NC=C(C=C1)NC(=O)C1(CC1)C (R)-1-(2-chloropyridin-3-yl)ethyl (1-methyl-4-(5-(1-methylcyclopropane-1-carboxamido)pyridin-2-yl)-1H-1,2,3-triazol-5-yl)carbamate